C(#C)C=1C(=CC=C2C=C(C=C(C12)C=1C(=C2C(=C(N=C(C2=CN1)N1CC2CCC(C1)N2C(=O)OC(C)(C)C)C)C2(CC2)OC)F)OCOC)F tert-butyl 3-[6-[8-ethynyl-7-fluoro-3-(methoxymethoxy)-1-naphthyl]-5-fluoro-4-(1-methoxycyclopropyl)-3-methyl-2,7-naphthyridin-1-yl]-3,8-diazabicyclo[3.2.1]octane-8-carboxylate